C(C)(C)(C)OC(=O)N1C=C(C=2C1=NC=CC2OC2=C(C=C(C=C2)[N+](=O)[O-])F)I 4-(2-fluoro-4-nitrophenoxy)-3-iodo-1H-pyrrolo[2,3-b]pyridine-1-carboxylic acid tert-butyl ester